ICC[Si](OC)(OC)OC iodoethyl-trimethoxysilane